p-aminomethyl-L-phenylalanine NCC1=CC=C(C[C@H](N)C(=O)O)C=C1